COC1=C(C=C2C(=NC(=NC2=C1)C)N[C@H](C)C1=CC(=CC(=C1)C(F)(F)F)[N+](=O)[O-])C1CCC(CC1)C(=O)N1CCN(CC1)CC#CC1CCNCC1 4-(3-(4-((1R,4R)-4-(7-methoxy-2-methyl-4-(((R)-1-(3-nitro-5-(trifluoromethyl)phenyl)ethyl)amino)quinazolin-6-yl)cyclohexane-1-carbonyl)piperazin-1-yl)prop-1-yn-1-yl)piperidine